C(C)(C)(C)OC(N[C@@H]1CN(CC1)C=1C=2N(C=C(C1)C=1C=NN(C1)C)N=CC2C#N)=O (S)-(1-(3-cyano-6-(1-methyl-1H-pyrazol-4-yl)pyrazolo[1,5-a]pyridin-4-yl)pyrrolidin-3-yl)carbamic acid tert-butyl ester